COC=1C=C(C=CC1)C(C(=O)NC=1SC(=C(C1C(=O)OC)C)C(N)=O)CC methyl 2-(2-(3-methoxyphenyl) butyrylamino)-5-carbamoyl-4-methylthiophene-3-carboxylate